(3,5-dimethoxyphenyl)-N-ethyl-2-(4-(trifluoromethyl)phenyl)oxazole-4-carboxamide COC=1C=C(C=C(C1)OC)C1=C(N=C(O1)C1=CC=C(C=C1)C(F)(F)F)C(=O)NCC